ClC1=CC(=C(C=C1)SC=1N=C2C(=NC1)NC(=N2)N2CCC(CC2)(N)C)C 1-(5-((4-chloro-2-methylphenyl)thio)-1H-imidazo[4,5-b]pyrazin-2-yl)-4-methylpiperidin-4-amine